C(C)(C)(C)C1=CC=C(C(=O)NC=2C=CC=C3C=CC(=NC23)C)C=C1 4-(tert-Butyl)-N-(2-methylquinolin-8-yl)benzamide